2-{3-[(2R,6S)-2,6-Dimethylmorpholin-4-carbonyl]-5,6-dihydrocyclopenta[c]pyrazol-1(4H)-yl}-1-[4-(5,6,7,8-tetrahydronaphthalin-1-yl)piperazin-1-yl]ethan-1-on C[C@@H]1CN(C[C@@H](O1)C)C(=O)C=1C2=C(N(N1)CC(=O)N1CCN(CC1)C1=CC=CC=3CCCCC13)CCC2